(S)-8-chloro-6-(((6,7-dihydro-5H-[1,2,3]triazolo[5,1-b][1,3]oxazin-3-yl)(6-fluoro-2-methylpyridin-3-yl)methyl)amino)-4-(neopentylamino)quinoline-3-carbonitrile ClC=1C=C(C=C2C(=C(C=NC12)C#N)NCC(C)(C)C)N[C@@H](C=1C(=NC(=CC1)F)C)C=1N=NN2C1OCCC2